ONC(C1=CC=C(C=C1)CCC(F)(F)F)=N N-hydroxy-4-(3,3,3-trifluoropropyl)benzamidine